N1(C=CC2=CC=CC=C12)C(CC(=O)O)C(C)C 3-(1H-indolyl)-4-methylpentanoic acid